C(CCCCCCCCCCC)C1C(N(C(C1)=O)C1CC(NC(C1)(C)C)(C)C)=O 3-dodecyl-1-(2,2,6,6-tetramethylpiperidin-4-yl)pyrrolidine-2,5-dione